(S)-(tert-butyl 1-(3-(4-((5-(difluoromethoxy) pyridin-2-yl) oxy) phenyl)-1,2,4-oxadiazol-5-yl)-3-hydroxypropan-2-yl) carbamate C(N)(O[C@@H](CC1=NC(=NO1)C1=CC=C(C=C1)OC1=NC=C(C=C1)OC(F)F)C(O)C(C)(C)C)=O